N-stearidonoyl-threonine C(CCCC\C=C/C\C=C/C\C=C/C\C=C/CC)(=O)N[C@@H]([C@H](O)C)C(=O)O